Dihydrobenzoxazinone C1C=CC=C2C1CC(=O)NO2